N,N-diphenylethane-1,2-diamine C1(=CC=CC=C1)N(CCN)C1=CC=CC=C1